C(CCC=C)C1=CC=CCC(O1)=O 7-pent-4-enyl-oxepin-2-one